(S)-6-ethyl-2'-hydroxy-6'-methyl-[1,1'-biphenyl]-2-carbonitrile C(C)C=1C=CC=C(C1C1=C(C=CC=C1C)O)C#N